C(CCCCCCCCCCCCCCC)P(O)=O (hexadecyl)phosphinic acid